tert-butyl 5-(1-(tert-butoxycarbonyl)-3,3-difluoropiperidin-4-yl)-2-(2,6-dimethylpyridin-4-yl)-3-isopropyl-1H-indole-1-carboxylate C(C)(C)(C)OC(=O)N1CC(C(CC1)C=1C=C2C(=C(N(C2=CC1)C(=O)OC(C)(C)C)C1=CC(=NC(=C1)C)C)C(C)C)(F)F